4-chloro-7-(8-chloro-7-fluoronaphthalen-1-yl)-8-fluoro-2-((hexahydro-1H-pyrrolizin-7a-yl)methoxy)pyrido[4,3-d]pyrimidine ClC=1C2=C(N=C(N1)OCC13CCCN3CCC1)C(=C(N=C2)C2=CC=CC1=CC=C(C(=C21)Cl)F)F